5-cyclopropyl-3-(2-(trifluoromethyl)pyridin-3-yl)isoxazole C1(CC1)C1=CC(=NO1)C=1C(=NC=CC1)C(F)(F)F